tetralinOne C1CC2=CC=CC=C2C(=O)C1